COC(CNC(C)=O)(C)C N-(2-methoxy-2-methylpropyl)acetamide